C(C)OC(\C=C\C(=O)C1=C(C(=CC(=C1)Br)C)F)=O (E)-4-(5-Bromo-2-fluoro-3-methylphenyl)-4-oxobut-2-enoic acid ethyl ester